C(C)(=O)C1=NC=CC(=C1)C(CN1C(C2=C(C=CC(=C2C1)C=1C=C2C(=NNC2=CC1)C=1SC=CC1)N)=O)=C 2-[2-(2-acetylpyridin-4-yl)prop-2-en-1-yl]-7-amino-4-[3-(thiophen-2-yl)-1H-indazol-5-yl]-2,3-dihydro-1H-isoindol-1-one